ClC=1C=C(C=C(C1)NS(=O)(=O)C)NC(=O)C=1SC(=C(C1)C1=NC=C(C=C1OCC1=C2C(NC(C2=CC(=C1)F)=O)(C)C)F)C N-(3-chloro-5-(methylsulfonamido)phenyl)-4-(5-fluoro-3-((6-fluoro-3,3-dimethyl-1-oxoisoindolin-4-yl)methoxy)pyridin-2-yl)-5-methylthiophene-2-carboxamide